C(C=CCCCCCC)=O 4E-nonenal